FC1=CC=C(C=C1)N(SCC(F)(F)F)C1CC2C(=C(C1O2)C2=CC=C(C=C2)NC(CCCCC[Se]C#N)=O)C2=CC=C(C=C2)O N-(4-(6-(N-(4-fluorophenyl)-N-(2,2,2-trifluoroethyl)sulfanylamino)-3-(4-hydroxyphenyl)-7-oxabicyclo[2.2.1]hept-2-en-2-yl)phenyl)-6-selenocyanohexanamide